(1-methylindol-6-yl)boric acid CN1C=CC2=CC=C(C=C12)OB(O)O